Cl.N=C1SCCC1 2-Iminothiolane HCl